N-benzyltetrahydropyran-4-carboxamide C(C1=CC=CC=C1)NC(=O)C1CCOCC1